ClC1=C(C=C(C=C1)S(=O)(=O)NC=1C(=NC=C(C1)C)OC1=C(C=C(C=C1)NC(C=C)=O)OCC#C)C(F)(F)F N-(4-((3-((4-chloro-3-(trifluoromethyl)phenyl)sulfonamido)-5-methylpyridin-2-yl)oxy)-3-(prop-2-yn-1-yloxy)phenyl)acrylamide